N-(phenyl-(p-chlorophenyl)methyl)benzamide C1(=CC=CC=C1)C(NC(C1=CC=CC=C1)=O)C1=CC=C(C=C1)Cl